4-(3-fluoro-2-methylphenyl)-7-(((R)-1-((S)-3-(hydroxymethyl)morpholino)-1-oxopropan-2-yl)oxy)isoquinolin-1(2H)-one FC=1C(=C(C=CC1)C1=CNC(C2=CC(=CC=C12)O[C@@H](C(=O)N1[C@H](COCC1)CO)C)=O)C